6-(methylsulfanyl)-2-(prop-2-en-1-yl)-1H-pyrazolo[3,4-d]pyrimidin-3-one CSC1=NC=C2C(=N1)NN(C2=O)CC=C